[N+](=O)([O-])C1=C(C=CC(=C1)C=1C=NNC1)N1CCC(CC1)CN1CCCC1 1-((1-(2-nitro-4-(1H-pyrazol-4-yl)phenyl)piperidin-4-yl)methyl)pyrrolidine